C(C)(=O)OC1C(OC(C(C1OC(C)=O)OC(C)=O)Br)COC(C)=O 2-(acetoxymethyl)-6-bromotetrahydro-2H-pyran-3,4,5-triyl triacetate